N,N-di-tert-butoxycarbonyl-2-nitro-5-fluoroaniline C(C)(C)(C)OC(=O)N(C1=C(C=CC(=C1)F)[N+](=O)[O-])C(=O)OC(C)(C)C